N[C@H]1CN(C[C@@H](C1)F)C(=O)C1=CC2=C(N(C(=N2)C2=CC=3C(=NC(=CC3)C=3C=C(C(=NC3)CO)F)N2CC2CC2)C)C(=C1)OC [5-(2-{5-[(3R,5R)-3-amino-5-fluoropiperidine-1-carbonyl]-7-methoxy-1-methyl-1H-1,3-benzodiazol-2-yl}-1-(cyclopropylmethyl)-1H-pyrrolo[2,3-b]pyridin-6-yl)-3-fluoropyridin-2-yl]methanol